1-(3,5-dimethoxystyryl)benzene COC=1C=C(C=CC2=CC=CC=C2)C=C(C1)OC